2-trifluoromethylphenyl-thiophenol palladium(II) [Pd+2].FC(C1=C(C=CC=C1)C1=C(C=CC=C1)S)(F)F